9,9',9''-(pyridine-2,4,6-triyltris(benzene-3,1-diyl))tris(9H-carbazole) N1=C(C=C(C=C1C=1C=C(C=CC1)N1C2=CC=CC=C2C=2C=CC=CC12)C=1C=C(C=CC1)N1C2=CC=CC=C2C=2C=CC=CC12)C=1C=C(C=CC1)N1C2=CC=CC=C2C=2C=CC=CC12